FC(C)(F)C12CC(C1)(C2)C2=C(CCC(C2)(C)C)C=O 2-(3-(1,1-difluoroethyl)bicyclo[1.1.1]pentan-1-yl)-4,4-dimethylcyclohex-1-enecarbaldehyde